4,5-dimethyl-6-(3-methyl-7,8-dihydro-1,6-naphthyridin-6(5H)-yl)-N-(quinolin-3-ylmethyl)pyridazine-3-carboxamide CC1=C(N=NC(=C1C)N1CC=2C=C(C=NC2CC1)C)C(=O)NCC=1C=NC2=CC=CC=C2C1